ethylene bis[3,3-bis(3-tert-butyl-4-hydroxyphenyl) butanoate] C(C)(C)(C)C=1C=C(C=CC1O)C(CC(=O)OCCOC(CC(C)(C1=CC(=C(C=C1)O)C(C)(C)C)C1=CC(=C(C=C1)O)C(C)(C)C)=O)(C)C1=CC(=C(C=C1)O)C(C)(C)C